(2s,4S)-N-((1s,3S)-3-(4-Ethylphenyl)cyclobutyl)-N-methyl-6-oxo-7-oxa-5-azaspiro[3.4]octane-2-carboxamide C(C)C1=CC=C(C=C1)C1CC(C1)N(C(=O)C1CC2(C1)NC(OC2)=O)C